ClC=1C(=C2C(=[N+](C1)[O-])NC=C2)C(C2=NC=CC=C2NS(=O)(=O)C2=CC(=C(C=C2)Cl)C(F)(F)F)=O 5-Chloro-4-(3-(4-chloro-3-(trifluoromethyl)phenylsulfonamido)picolinoyl)-1H-pyrrolo[2,3-b]pyridine 7-oxide